(S)-4-(benzyl(4-(5,6,7,8-tetrahydro-1,8-naphthyridin-2-yl)butyl)amino)-2-(3,3-diethylureido)butanoic acid C(C1=CC=CC=C1)N(CC[C@@H](C(=O)O)NC(=O)N(CC)CC)CCCCC1=NC=2NCCCC2C=C1